BrC1=C(C=CC2=C1C(=N[C@H](C(N2)=O)C)C2=C(C=CC=C2F)F)Cl (3S)-6-bromo-7-chloro-5-(2,6-difluorophenyl)-3-methyl-1,3-dihydro-1,4-benzodiazepin-2-one